N-[(4-hydroxy-1-{[6-(3-methoxyphenoxy)-3-pyridinyl]methyl}-2-oxo-1,2,5,6-tetrahydro-3-pyridinyl)carbonyl]glycine OC1=C(C(N(CC1)CC=1C=NC(=CC1)OC1=CC(=CC=C1)OC)=O)C(=O)NCC(=O)O